tert-butyl 2-[4-[3-cyano-4-[2-hydroxy-1-(2-pyridyl)ethoxy]pyrazolo[1,5-a]pyridin-6-yl]-5-methyl-pyrazol-1-yl]-7-azaspiro[3.5]nonane-7-carboxylate C(#N)C=1C=NN2C1C(=CC(=C2)C=2C=NN(C2C)C2CC1(C2)CCN(CC1)C(=O)OC(C)(C)C)OC(CO)C1=NC=CC=C1